ClCS(=O)C chloro(methylsulfinyl)methane